N,N-dimethylaminopropylacrylamide-methyl chloride salt CCl.CNN(C(C(=C)CCC)=O)NC